CNC(=O)C1=CC=C(C=N1)C=1CCN(CC1)CC1=CC=C2CC3(C(NC2=C1)=C=O)CC3 N-methyl-1'-((2'-carbonyl-1',4'-dihydro-2'H-spiro[cyclopropane-1,3'-quinolin]-7'-yl)methyl)-1',2',3',6'-tetrahydro-[3,4'-bipyridine]-6-carboxamide